N-(cyclohexylidene)-3-(ethyldiethoxysilyl)-1-propylamine C1(CCCCC1)=NCCC[Si](OCC)(OCC)CC